3-(4-((1R,5S)-3,8-Diazabicyclo[3.2.1]octan-3-yl)-8-fluoro-2-((tetrahydro-1H-pyrrolizin-7a(5H)-yl)methoxy-d2)pyrido[4,3-d]pyrimidin-7-yl)-4-(trifluoromethyl)phenol [C@H]12CN(C[C@H](CC1)N2)C=2C1=C(N=C(N2)OC([2H])([2H])C23CCCN3CCC2)C(=C(N=C1)C=1C=C(C=CC1C(F)(F)F)O)F